N,N-diethyl-2-hydroxybenzamide C(C)N(C(C1=C(C=CC=C1)O)=O)CC